3-hydroxy-2-(2-isopropyl-4-methoxyphenoxy)acrylonitrile OC=C(C#N)OC1=C(C=C(C=C1)OC)C(C)C